NC1=NC=CC2=CC(=CC=C12)CNC(C1=CN=C(C(=C1)Cl)NCCN(C(C)C)C(C)C)=O N-((1-aminoisoquinolin-6-yl)methyl)-5-chloro-6-((2-(diisopropylamino)ethyl)amino)nicotinamide